2-[1-(2,2-difluoroethyl)-1H-pyrazolo[3,4-b]pyrazin-6-yl]-6-[4-(trifluoromethyl)pyridin-3-yl]-2,6-diazaspiro[3.5]nonane FC(CN1N=CC=2C1=NC(=CN2)N2CC1(C2)CN(CCC1)C=1C=NC=CC1C(F)(F)F)F